tert-Butyl ((1R,3s,5S)-8-ethyl-8-azabicyclo[3.2.1]octan-3-yl)carbamate C(C)N1[C@H]2CC(C[C@@H]1CC2)NC(OC(C)(C)C)=O